(6S)-6-methoxy-5h,6h,7h-pyrazolo[3,2-b][1,3]oxazine-3-sulfonic acid CO[C@H]1CN2C(OC1)=C(C=N2)S(=O)(=O)O